(S)-4-(2-amino-3-(3-(4-methyl-2-oxopiperazin-1-yl)phenyl)propanamido)benzoic acid N[C@H](C(=O)NC1=CC=C(C(=O)O)C=C1)CC1=CC(=CC=C1)N1C(CN(CC1)C)=O